N-(2,6-dimethylphenyl)-1-(2-(4-isopropyl-4,5-dihydro-oxazol-2-yl)quinolin-8-yl)ethane-1-imine CC1=C(C(=CC=C1)C)N=C(C)C=1C=CC=C2C=CC(=NC12)C=1OCC(N1)C(C)C